2-trifluoromethylphenylalanine FC(C1=C(C[C@H](N)C(=O)O)C=CC=C1)(F)F